6-(1-(3-(1H-1,2,3-triazol-1-yl)propanoyl)-1,2,5,6-tetrahydropyridin-3-yl)-4-chloro-7-fluoro-N,N-dimethyl-1H-indole-2-carboxamide N1(N=NC=C1)CCC(=O)N1CC(=CCC1)C1=CC(=C2C=C(NC2=C1F)C(=O)N(C)C)Cl